C1(=C(C=CC=C1)NC(C(C)NC(C(F)(F)F)=O)=O)C N-(o-tolyl)-2-(2,2,2-trifluoroacetamido)propanamide